N-(4-methyltetrahydropyran-4-yl)pyridazine-3-carboxamide CC1(CCOCC1)NC(=O)C=1N=NC=CC1